tert-Butyl N-[7-chloro-4-(7-chloro-1H-indazol-4-yl)-2-oxo-1H-quinolin-3-yl]carbamate ClC1=CC=C2C(=C(C(NC2=C1)=O)NC(OC(C)(C)C)=O)C1=C2C=NNC2=C(C=C1)Cl